(2-methylene-4-oxo-4-(1-(4-(trifluoromethyl)phenyl)cyclobutoxy)butanoyl)glycine C=C(C(=O)NCC(=O)O)CC(OC1(CCC1)C1=CC=C(C=C1)C(F)(F)F)=O